The molecule is a member of the class of 1,3-thiazoles that is 4-(1,3-thiazol-2-yl)piperidine in which the piperidine amino group is substituted by a [3,5-bis(difluoromethyl)-1H-pyrazol-1-yl]acetyl group and position 4 of the thiazole ring is substituted by a 5-{2-chloro-6-[(methylsulfonyl)oxy]phenyl}-4,5-dihydro-1,2-oxazol-3-yl group. It is an organofluorine compound, a member of 1,3-thiazoles, a N-acylpiperidine, an isoxazoline, a member of pyrazoles, a tertiary carboxamide, a member of monochlorobenzenes and a methanesulfonate ester. CS(=O)(=O)OC1=C(C(=CC=C1)Cl)C2CC(=NO2)C3=CSC(=N3)C4CCN(CC4)C(=O)CN5C(=CC(=N5)C(F)F)C(F)F